diethylamine diacetate disodium salt [Na+].[Na+].C(C)(=O)[O-].C(C)(=O)[O-].C(C)NCC